2-(chloromethyl)-6-methoxypyridine ClCC1=NC(=CC=C1)OC